carbamoyl-cholesterol iodide [I-].C(N)(=O)CC(C)CCC[C@@H](C)[C@H]1CC[C@H]2[C@@H]3CC=C4C[C@@H](O)CC[C@]4(C)[C@H]3CC[C@]12C